COC=1C=C2CCN(CC2=CC1C1(N=C(C2=C(N1)NC=C2)NC2=CC(=CC=C2)C(F)(F)F)N)C 2-(6-methoxy-2-methyl-1,2,3,4-tetrahydroisoquinolin-7-yl)-N4-(3-(trifluoromethyl)phenyl)-7H-pyrrolo[2,3-d]pyrimidine-2,4-diamine